bis-(2,6-dichlorobenzoyl)-2-naphthyl-phosphine oxide ClC1=C(C(=O)P(C2=CC3=CC=CC=C3C=C2)(C(C2=C(C=CC=C2Cl)Cl)=O)=O)C(=CC=C1)Cl